C(CCC)OC1=CC=C(C=C1)N=O 1-butoxy-4-nitrosobenzene